3-(5-(2-(1-(4-nitrophenyl)piperidin-4-yl)-2,8-diazaspiro[4.5]decan-8-yl)-1-oxoisoindolin-2-yl)piperidine-2,6-dione [N+](=O)([O-])C1=CC=C(C=C1)N1CCC(CC1)N1CC2(CC1)CCN(CC2)C=2C=C1CN(C(C1=CC2)=O)C2C(NC(CC2)=O)=O